3-Amino-8-(4-methoxypyridin-3-yl)-N-propylimidazo[1,2-a]pyridine-2-carboxamide NC1=C(N=C2N1C=CC=C2C=2C=NC=CC2OC)C(=O)NCCC